tert-butyl 3-((5-(2-ethoxy-2-oxoethoxy)-2H-indazol-2-yl)methyl)-azetidine-1-carboxylate C(C)OC(COC1=CC2=CN(N=C2C=C1)CC1CN(C1)C(=O)OC(C)(C)C)=O